BrCC=1C=CC(=C(O[C@H](C(=O)OC)C(C)C)C1)Cl (S)-Methyl 2-(5-(bromomethyl)-2-chlorophenoxy)-3-methylbutanoate